N-((2S,3R)-3-hydroxy-1-(((R)-3-methyl-1-(4-oxo-1,3,6,2-dioxathiaborocan-2-yl)butyl)amino)-1-oxobutan-2-yl)-6-phenylpicolinamide O[C@@H]([C@@H](C(=O)N[C@@H](CC(C)C)B1OCCSCC(O1)=O)NC(C1=NC(=CC=C1)C1=CC=CC=C1)=O)C